C(C=C)C1NC2=CC=CC=C2C1 2-allylindoline